Benzyl (S)-2-(8-amino-1-bromoimidazo[1,5-a]pyrazin-3-yl)pyrrolidine-1-carboxylate NC=1C=2N(C=CN1)C(=NC2Br)[C@H]2N(CCC2)C(=O)OCC2=CC=CC=C2